tert-butyl-(4-cyano-3-(4-hydroxybut-1-en-1-yl) phenyl) carbamate C(N)(OC1=C(C(=C(C=C1)C#N)C=CCCO)C(C)(C)C)=O